Isononylamin C(CCCCCC(C)C)N